[NH4+].C1([N+](=O)[O-])=CC([N+](=O)[O-])=CC([N+](=O)[O-])=C1[O-].[NH4+].C1([N+](=O)[O-])=CC([N+](=O)[O-])=CC([N+](=O)[O-])=C1[O-] ammonium picrate, ammonium salt